O[C@@H](COC1=CC=C(C(=O)OCC2=CC=CC=C2)C=C1)CN1N=C(N=N1)C Benzyl (R)-4-(2-hydroxy-3-(5-methyl-2H-tetrazol-2-yl)propoxy)benzoate